C1(=CC=CC2=CC=CC=C12)C1=CC=C(C(=O)Cl)C=C1 4-(naphthalen-1-yl)benzoyl chloride